C(C1=CC=CC=C1)C=1C(=NC2=CC=CC(=C2N1)C)Cl 3-benzyl-2-chloro-5-methylquinoxaline